suberaldehyde C(CCCCCCC=O)=O